4-(5-(6-((5-chloro-6-methoxypyridin-3-yl)methyl)-3,6-diazabicyclo[3.1.1]heptan-3-yl)pyrazin-2-yl)-6-ethoxypyrazolo[1,5-a]pyridine-3-carbonitrile ClC=1C=C(C=NC1OC)CN1C2CN(CC1C2)C=2N=CC(=NC2)C=2C=1N(C=C(C2)OCC)N=CC1C#N